trans-1-amino-4-methoxycyclohexane-1-carboxylic acid NC1(CCC(CC1)OC)C(=O)O